FC(C(=O)O)(F)F.NCCCC(=O)OC methyl 4-aminobutyrate trifluoroacetate salt